FC(CN1N=CC=2C1=NC(=CN2)N2CC1(CC1C2)COC=2C(=NC=CC2)C(F)(F)F)F 3-[1-(2,2-Difluoroethyl)-1H-pyrazolo[3,4-b]pyrazin-6-yl]-1-({[2-(trifluoromethyl)pyridin-3-yl]oxy}methyl)-3-azabicyclo[3.1.0]hexane